CN(CCNC(=O)NC1=CC=C(C=C1)C=1C=CC2=C(N(C=N2)C2=CC=C3CCN(C3=C2)S(=O)(=O)C)C1)C 1-(2-(dimethylamino)ethyl)-3-(4-(1-(1-(methylsulfonyl)indolin-6-yl)-1H-benzo[d]imidazol-6-yl)phenyl)urea